1-(6-(oxetan-3-ylamino)pyridin-3-yl)-1H-benzo[d]imidazol-2(3H)-one O1CC(C1)NC1=CC=C(C=N1)N1C(NC2=C1C=CC=C2)=O